C(C)(C)OC(=O)C=1C(=NC(=NC1)Cl)N1C=CC2=CC=CC=C12 2-chloro-4-(1H-indol-1-yl)pyrimidine-5-carboxylic acid isopropyl ester